(R)-2-chloro-6-(3-(2-cyclobutoxyphenoxy)piperidin-1-yl)pyrazine ClC1=NC(=CN=C1)N1C[C@@H](CCC1)OC1=C(C=CC=C1)OC1CCC1